(3AR,5s,6aS)-N-(6-(2-chloro-5-fluorophenyl)pyridazin-3-yl)octahydrocyclopenta[c]pyrrole ClC1=C(C=C(C=C1)F)C1=CC=C(N=N1)N1C[C@@H]2[C@H](C1)CCC2